3-(acryloyloxy)propyl-triisopropoxysilane C(C=C)(=O)OCCC[Si](OC(C)C)(OC(C)C)OC(C)C